C(C=C)(=O)OCO[SiH3] acryloxymethoxysilane